(5'S,7a'R)-1-(benzene-carbonyl)-5'-(5-meth-ylpyrazin-2-yl)tetra-hydro-3'H-spiro[piperidine-4,2'-pyrrolo[2,1-b][1,3]oxazol]-3'-one C1(=CC=CC=C1)C(=O)N1CCC2(C(N3[C@H](O2)CC[C@H]3C3=NC=C(N=C3)C)=O)CC1